ClC=1C(=C(C(=CC1)Cl)C=1C(N(N=C(C1O)C)C)=O)OCC1=CC(=C(C=C1)Cl)Cl 4-[3,6-dichloro-2-[(3,4-dichlorophenyl)methoxy]phenyl]-5-hydroxy-2,6-dimethyl-pyridazin-3-one